BrC1=C(C=C2C(=C(C(=NC2=C1F)Cl)[N+](=O)[O-])Cl)Cl 7-bromo-2,4,6-trichloro-8-fluoro-3-nitroquinoline